OC1=C(C=C(C=C1)C)N1N=C2C(=N1)C=CC=C2 2-(2'-hydroxyl-5'-Methylphenyl)benzotriazole